dichloro-cyclopenta-2,4-dien-1-yl-titanium Cl[Ti](C1C=CC=C1)Cl